CC1=CN=C2N1C=C(C=C2)C2=C(N=CC(=N2)C(=O)N)C=2OC=CN2 6-[3-methylimidazo[1,2-a]Pyridin-6-yl]-5-(1,3-Oxazol-2-yl)pyrazine-2-carboxamide